NC1=CC(=NC(=C1C(=O)O)C=1SC=CN1)Br 4-amino-6-bromo-2-(thiazol-2-yl)nicotinic acid